BrC1=CC(=C(C=C1)OC)C(F)(F)F 4-bromo-1-methoxy-2-(trifluoromethyl)benzene